C(C)(C)(C)OC(=O)N1[C@H](CC(C1)(OC)OC)COC1=NC(=CC=C1Cl)OC (2R)-2-[[(3-chloro-6-methoxypyridin-2-yl)oxy]methyl]-4,4-dimethoxypyrrolidine-1-carboxylic acid tert-butyl ester